C(C)C1=C(C(=O)O)C=CC(=C1)Br.C(C)OC(C1=CC=C(C=C1)Br)=O ethyl-4-bromobenzoate (ethyl 4-bromobenzoate)